3-[2-[2-chloro-4-(8-chloro-4-oxo-chromen-2-yl)phenoxy]ethoxy]cyclobutanecarboxylic acid ClC1=C(OCCOC2CC(C2)C(=O)O)C=CC(=C1)C=1OC2=C(C=CC=C2C(C1)=O)Cl